3-((2S)-3-(8-(3-fluoro-4-methoxyphenylsulfonyl)-1-oxa-8-azaspiro[4.5]decan-3-ylamino)-2-hydroxypropoxy)-N-methylbenzenesulfonamide FC=1C=C(C=CC1OC)S(=O)(=O)N1CCC2(CC(CO2)NC[C@@H](COC=2C=C(C=CC2)S(=O)(=O)NC)O)CC1